3-propan-amide CCC(=O)N